(R)-1-(4-(6-(2-(4-(3,3-difluorocyclobutoxy)pyridin-2-yl)acetamido)pyridazin-3-yl)-2-fluorobutyl)-N-methyl-1H-1,2,3-triazole-4-carboxamide FC1(CC(C1)OC1=CC(=NC=C1)CC(=O)NC1=CC=C(N=N1)CC[C@H](CN1N=NC(=C1)C(=O)NC)F)F